tert-butyl (2-(4-nitrophenyl)propan-2-yl)carbamate [N+](=O)([O-])C1=CC=C(C=C1)C(C)(C)NC(OC(C)(C)C)=O